2-{[4-({2-[(2-chloro-4-fluorophenoxy)methyl]pyrimidin-4-yl}oxy)piperidin-1-yl]methyl}-3-{[(2S)-oxetan-2-yl]methyl}-3H-imidazo[4,5-b]pyridine-5-carboxylic acid ClC1=C(OCC2=NC=CC(=N2)OC2CCN(CC2)CC2=NC=3C(=NC(=CC3)C(=O)O)N2C[C@H]2OCC2)C=CC(=C1)F